CC1=NC(=NC(=C1)C)NNC(C1=C(C=C(C=C1)/C(=C/C(C(F)(F)F)C1=CC(=C(C(=C1)Cl)Cl)Cl)/F)C(F)(F)F)=O (Z)-N'-(4,6-dimethylpyrimidin-2-yl)-4-(1,4,4,4-tetrafluoro-3-(3,4,5-trichlorophenyl)but-1-en-1-yl)-2-(trifluoromethyl)benzoyl-hydrazine